OC[C@H](C)N1C=NC2=C(C1=O)C=C(N=C2C=2C=NC(=CC2)C(F)(F)F)C=2C=NC(=CC2)C(F)(F)F (S)-3-(1-hydroxypropan-2-yl)-6,8-bis(6-(trifluoromethyl)pyridin-3-yl)pyrido[3,4-d]pyrimidin-4(3H)-one